4-((1R,2R,5S)-2-allyl-8-benzyl-3,8-diazabicyclo[3.2.1]octan-3-yl)-5-bromo-2-chloro-6,8-difluoroquinazoline C(C=C)[C@@H]1[C@H]2CC[C@@H](CN1C1=NC(=NC3=C(C=C(C(=C13)Br)F)F)Cl)N2CC2=CC=CC=C2